NC=1N=CC(=NC1Cl)C=1C=C(C=CC1C([2H])([2H])[2H])C(C(C(F)F)O)O (3-(5-amino-6-chloropyrazin-2-yl)-4-(methyl-d3)phenyl)-3,3-difluoropropane-1,2-diol